N-(5-((6-((R)-3-(2,3-difluorophenyl)isoxazolidine-2-yl)pyrimidine-4-yl)amino)-2-(4-(4-ethylpiperazine-1-yl)piperidine-1-yl)-4-methoxyphenyl)acrylamide FC1=C(C=CC=C1F)[C@@H]1N(OCC1)C1=CC(=NC=N1)NC=1C(=CC(=C(C1)NC(C=C)=O)N1CCC(CC1)N1CCN(CC1)CC)OC